C(C)C1=NC(=NC=C1S(=O)(=O)N1CC2(C1)CN(C2)CC2CCOCC2)C(F)(F)F 2-((4-ethyl-2-(trifluoromethyl)pyrimidin-5-yl)sulfonyl)-6-((tetrahydro-2H-pyran-4-yl)methyl)-2,6-diazaspiro[3.3]heptane